BrC=1C=NC=2CCN(C(C2C1)=O)CC1=CC(=CC=C1)OC(F)(F)F 3-bromo-6-(3-(trifluoromethoxy)benzyl)-7,8-dihydro-1,6-naphthyridin-5(6H)-one